FC1=C(C=C(C=C1)C1=NC=CC=C1C1=CC=2N(C=C1)N=CC2C(=O)NCCCO)C 5-(2-(4-Fluoro-3-methylphenyl)pyridin-3-yl)-N-(3-hydroxypropyl)pyrazolo[1,5-a]pyridin-3-carboxamid